4-amino-7-chloro-1-(o-tolyl)pyrido[2,3-d]pyrimidin-2(1H)-one NC=1C2=C(N(C(N1)=O)C1=C(C=CC=C1)C)N=C(C=C2)Cl